3-(3-(5-(trifluoromethyl)-2,3-dihydrobenzofuran-2-yl)phenyl)-1,2,4-oxadiazol-5(4H)-one FC(C=1C=CC2=C(CC(O2)C=2C=C(C=CC2)C2=NOC(N2)=O)C1)(F)F